F[Sb-](F)(F)(F)(F)F.S(C1=CC=C(C=C1)[S+](C1=CC=C(C=C1)OCCO)C1=CC=C(C=C1)OCCO)C1=CC=C(C=C1)[S+](C1=CC=C(C=C1)OCCO)C1=CC=C(C=C1)OCCO.F[Sb-](F)(F)(F)(F)F thio-di-1,4-phenylene-bis[di-(4-hydroxyethoxyphenyl)sulphonium] hexafluoroantimonate